FC1=C(C=CC(=C1)C(F)(F)F)COC1CN(C1)C(=O)N1C[C@@H]2[C@@H](OCC(N2)=O)CC1 |r| rac-(4aR,8aS)-6-[3-[[2-fluoro-4-(trifluoromethyl)phenyl]methoxy]azetidine-1-carbonyl]-4,4a,5,7,8,8a-hexahydropyrido[4,3-b][1,4]oxazin-3-one